C(C)(=O)N1CCC(CC1)NC1=NC=C2N=C(N(C2=N1)C1CCC(CC1)C(=O)N)NC1=C(C=C(C=C1Cl)Cl)Cl (1s,4s)-4-(2-(1-acetylpiperidin-4-ylamino)-8-(2,4,6-trichlorophenylamino)-9H-purin-9-yl)cyclohexanecarboxamide